(R)-9-(2-Chloroacetamido)-3-methyl-5-oxo-2,3-dihydro-1H-pyrido[2',3':4,5]thieno[3,2-e][1,4]diazepine-1,4(5H)-dicarboxylic acid di-tert-butyl ester C(C)(C)(C)OC(=O)N1C[C@H](N(C(C2=C1C1=C(S2)C=CC(=N1)NC(CCl)=O)=O)C(=O)OC(C)(C)C)C